C(C1=CC=CC=C1)N1CCC(CC1)N Benzylpiperidin-4-amine